2-(4-(2-((tert-butoxycarbonyl)(methyl)amino)pentanoylamino)phenoxy)acetic acid C(C)(C)(C)OC(=O)N(C(C(=O)NC1=CC=C(OCC(=O)O)C=C1)CCC)C